5-chloro-2-[(2-hydroxy-1-naphthalenyl)azo]-4-methyl-benzene-sulfonic acid, barium salt [Ba+2].ClC=1C(=CC(=C(C1)S(=O)(=O)[O-])N=NC1=C(C=CC2=CC=CC=C12)O)C.ClC=1C(=CC(=C(C1)S(=O)(=O)[O-])N=NC1=C(C=CC2=CC=CC=C12)O)C